C(N)(=N)C1=CC=C(OCCCCCCCCCCOC2=CC=C(C=C2)CCOC(CCCCC2SCC3C2NC(N3)=O)=O)C=C1 5-(2-Oxo-hexahydro-thieno[3,4-d]imidazol-6-yl)-pentanoic acid 2-{4-[10-(4-carbamimidoyl-phenoxy)-decyloxy]-phenyl}-ethyl ester